CNCCNC(C1=CC=CC=C1)=O N-(2-(methylamino)ethyl)benzamide